C(C)O[Si](CCC(N)N)(OCC)OCC 3-triethoxysilylpropane-1,1-diamine